N-(1-((1-(4-chlorophenyl)-1H-pyrazol-3-yl)oxy)propan-2-yl)-O-ethylhydroxylamine ClC1=CC=C(C=C1)N1N=C(C=C1)OCC(C)NOCC